O=C(\C=C(\C)/[O-])C.[Cu+2].O=C(\C=C(\C)/[O-])C copper (Z)-4-oxopent-2-en-2-olate